C12(CC3CC(CC(C1)C3)C2)NC(=O)NS(=O)(=O)C2=CC=C(C=C2)C(C)(C)C N-(((3s,5s,7s)-adamantan-1-yl)carbamoyl)-4-(tert-butyl)benzenesulfonamide